BrC1=C(NC2=C(C=C(C=C12)CN1CCOCC1)NC1CCOCC1)C1=CC=CC=C1 3-bromo-5-(morpholinomethyl)-2-phenyl-N-(tetrahydro-2H-pyran-4-yl)-1H-indol-7-amine